C1(=CC=CC=C1)C(C(C)=NO)C1=CC=CC=C1 diphenyl-acetoxime